1-(4-fluorophenyl)thiourea FC1=CC=C(C=C1)NC(=S)N